1-(tert-Butylethynyl)-2-naphthol C(C)(C)(C)C#CC1=C(C=CC2=CC=CC=C12)O